6-allyl 2-(tert-butyl) (Z)-8-(N'-((2-(3-(tetrahydro-2H-pyran-4-yl)-1H-pyrazol-1-yl)propanoyl)oxy)carbamimidoyl)-2,6-diazaspiro[3.4]octane-2,6-dicarboxylate O1CCC(CC1)C1=NN(C=C1)C(C(=O)O\N=C(/N)\C1CN(CC12CN(C2)C(=O)OC(C)(C)C)C(=O)OCC=C)C